C(C)OC1=C(C=C(CCN)C=C1OC)SC 4-ethoxy-5-methoxy-3-methylthiophenethylamine